P(=O)(=O)C1=C(C=CC(=C1OCC)OCC)PCl (2-phosphodiethoxyphenyl)chlorophosphine